1-(2-Chlorophenyl)-7-(1,1-difluoroethyl)-4-(methylamino)-2-oxo-1,2-dihydroquinazoline-6-carbonitrile ClC1=C(C=CC=C1)N1C(N=C(C2=CC(=C(C=C12)C(C)(F)F)C#N)NC)=O